(trans)-N-(8-amino-6-chloro-2,7-naphthyridin-3-yl)-2-(trifluoromethyl)cyclopropanecarboxamide NC=1N=C(C=C2C=C(N=CC12)NC(=O)[C@H]1[C@@H](C1)C(F)(F)F)Cl